COC1=CC=C(CN2C(C=3N(CC2)C(=C(C3NC3=CC=CC=C3)C3=CC=NC=C3)C#N)=O)C=C1 2-(4-methoxybenzyl)-1-oxo-8-(phenylamino)-7-(pyridin-4-yl)-1,2,3,4-tetrahydropyrrolo[1,2-a]pyrazine-6-carbonitrile